C1(CC1)N1C(C2=C(C=3N=CC(=CC3N2C[C@H]1CO)F)C1=CC(=C(C=C1)F)F)=O (12S)-11-cyclopropyl-8-(3,4-difluorophenyl)-4-fluoro-12-(hydroxymethyl)-1,6,11-triazatricyclo[7.4.0.02,7]trideca-2(7),3,5,8-tetraen-10-one